FC=1C(=CC2=C(C(=NO2)N2C(N3C(=C2)C([C@@H](C3)NS(=O)(=O)C)(F)F)=O)C1C1=C(C=C(C=C1F)F)F)F N-{(6R)-2-[5,6-difluoro-4-(2,4,6-trifluorophenyl)-1,2-benzoxazol-3-yl]-7,7-difluoro-3-oxo-2,5,6,7-tetrahydro-3H-pyrrolo[1,2-c]imidazol-6-yl}methanesulfonamide